N-(4-chloro-1H-indol-6-yl)-5-(cyclohex-1-en-1-yl)-1H-benzo[d]imidazol-2-amine ClC1=C2C=CNC2=CC(=C1)NC1=NC2=C(N1)C=CC(=C2)C2=CCCCC2